1,2-diisopropyl-3-[bis(dimethylamino)methylene]guanidinium C(C)(C)NC(=[NH+]C(C)C)N=C(N(C)C)N(C)C